ClC=1C(=CC(=NC1)C#N)C=1NC2=CC(=C(C(=C2C(C1)=O)F)N1CC(N(CC1)C)=O)F 5-chloro-4-(5,7-difluoro-6-(4-methyl-3-oxopiperazin-1-yl)-4-oxo-1,4-dihydroquinolin-2-yl)picolinonitrile